N=1C=NN2C1C=C(C=C2)OC2=C(C=C(C=C2)NC2=NC=NC1=CC(=C(C=C21)NC2CCN(CC2)C(C=C)=O)OC)Cl 1-(4-((4-((4-([1,2,4]triazolo[1,5-a]pyridin-7-yloxy)-3-chlorophenyl)amino)-7-methoxyquinazolin-6-yl)amino)piperidin-1-yl)prop-2-en-1-one